C(CCCCCCC\C=C/CCCCCCCC)(=O)C(=C(CCCCCCCCCCCCCCCC)C(CCCCCCC\C=C/CCCCCCCC)=O)C(OP(OC[C@@H](CO)O)(=O)O)C[N+](C)(C)C 1,2-dioleoyl-octadecenyl-sn-glycero-3-phosphorylcholine